FC=1C=CC=C2C(=CNC12)NC(=O)N1CC2=CC=CC=C2CC1 N-(7-fluoro-1H-indol-3-yl)-3,4-dihydroisoquinoline-2(1H)-carboxamide